trans-3,7-Dimethyl-2,6-octadien-1-al CC(=CC=O)CCC=C(C)C